[2H8]-benzoic acid C(C1(C(C(C(C(=C1)[2H])([2H])[2H])([2H])[2H])([2H])[2H])[2H])(=O)O